CC1=C(C(=CC=C1)[N+](=O)[O-])NC1=NC=CC=C1 N-(2-methyl-6-nitrophenyl)pyridin-2-amine